C(C)(C)(C)OC(NC=1SC(=CN1)C1=CC=C(C=C1)C(N(C)C)=O)=O N-[5-[4-(dimethylcarbamoyl)phenyl]thiazol-2-yl]carbamic acid tert-butyl ester